C(C=C)(=O)OC1=C(C=CC=C1)C(CSC1=CC=CC2=C1SC1=C2C=CC=C1)SC1=CC=CC2=C1SC1=C2C=CC=C1 1,2-bis(4-dibenzothiophenylthio)ethylphenyl acrylate